rel-[(2R,4R)-4-[2-(2-ethoxypyridin-3-yl)-1'-[3-methoxy-2-(trifluoromethyl)phenyl]spiro[6,8-dihydro-1,7-naphthyridine-5,4'-piperidine]-7-yl]oxolan-2-yl]methanamine C(C)OC1=NC=CC=C1C1=NC=2CN(CC3(CCN(CC3)C3=C(C(=CC=C3)OC)C(F)(F)F)C2C=C1)[C@@H]1C[C@@H](OC1)CN |o1:36,38|